ethyl 4-(2-trifluoromethylphenyl)-1H-pyrrole-2-carboxylate FC(C1=C(C=CC=C1)C=1C=C(NC1)C(=O)OCC)(F)F